(1-(3-bromo-2-fluorophenyl)-3-methyl-1H-1,2,4-triazol-5-yl)-N-methylmethylamine BrC=1C(=C(C=CC1)N1N=C(N=C1N(C)C)C)F